3-(2-(diethylamino)ethyl)-7-fluoro-1H-indol-5-ol C(C)N(CCC1=CNC2=C(C=C(C=C12)O)F)CC